[F-].C(CCCCCCCCCC)[NH+]1CC(CCC1)CC 1-Undecyl-3-ethylpiperidinium fluorid